CC1=NOC(=C1)C(=O)NC[C@H]1C[C@H](CC1)NC1=NC=C(C(=C1)C)N1N=CC=CC1=O 3-methyl-N-[[(1R,3S)-3-[[4-methyl-5-(6-oxopyridazin-1-yl)-2-pyridyl]amino]cyclopentyl]methyl]isoxazole-5-carboxamide